2-Oxo-1-phenyl-2,3-dihydro-1H-benzo[d]imidazole-5-carbonitrile O=C1NC2=C(N1C1=CC=CC=C1)C=CC(=C2)C#N